COCCOCCNC 2-(2-methoxyethoxy)-N-methylethane-1-amine